IC1=CC=C(C(=O)NCCS(=O)(=O)C)C=C1 4-iodo-N-(2-(methylsulfonyl)ethyl)benzamide